C(C)OCC(CC)OCC 1,2-diethoxybutane